[N+](=O)([O-])C1=CC(=NC=C1)N1CCOCC1 4-(4-nitropyridin-2-yl)morpholine